[Cl-].C1(=CC=CC=C1)P(C1=CC=CC=C1)C1=CC=CC=C1.C1(=CC=CC=C1)P(C1=CC=CC=C1)C1=CC=CC=C1.C1(=CC=CC=C1)P(C1=CC=CC=C1)C1=CC=CC=C1 tris(triphenylphosphane) chloride